3-(bromomethyl)pyridine-2-carbonitrile BrCC=1C(=NC=CC1)C#N